4-(7-chloro-1H-pyrrolo[3,2-c]pyridin-4-yl)-N-(1,1-dioxotetrahydrothiopyran-4-yl)benzamide ethyl-5,5-diphenyl-2-isoxazolinecarboxylate C(C)OC(=O)C1=NOC(C1)(C1=CC=CC=C1)C1=CC=CC=C1.ClC=1C2=C(C(=NC1)C1=CC=C(C(=O)NC3CCS(CC3)(=O)=O)C=C1)C=CN2